Nα-tert-butoxycarbonyl-L-tyrosine tert-butyl ester C(C)(C)(C)OC([C@@H](NC(=O)OC(C)(C)C)CC1=CC=C(C=C1)O)=O